C[C@@H]1OCC2([C@@H]1C(=O)[O-])CCN(CC2)C2=NC1=C(C=3N2C=CN3)C(=CN1COCC[Si](C)(C)C)C1=C3C=CC=NC3=CC=C1 ((3S,4S)-3-methyl-8-(9-(quinolin-5-yl)-7-((2-(trimethylsilyl) ethoxy) methyl)-7H-imidazo[1,2-c]pyrrolo[3,2-e]pyrimidin-5-yl)-2-oxa-8-azaspiro[4.5]decan-4-yl)carboxylate